dodecyl (S)-2-amino-3-tertiary-butoxypropionate N[C@H](C(=O)OCCCCCCCCCCCC)COC(C)(C)C